N1=C(C=CC=C1)C1=NN(C=C1)CCN1CCOCC1 4-(2-(3-(pyridin-2-yl)-1H-pyrazol-1-yl)ethyl)morpholine